C1C2C3CC4C(C3C1C5C2O5)O4 dicyclopentadiene dioxide